3-(bis(4-methoxyphenyl)methyl)-6-chloroquinazolin COC1=CC=C(C=C1)C(N1CN=C2C=CC(=CC2=C1)Cl)C1=CC=C(C=C1)OC